1-Cyclobutyl-3-methyl-1H-pyrazol-4-ol C1(CCC1)N1N=C(C(=C1)O)C